BrC=1C=C(CN2N=CC(=C2)C=2C(=CC(N(C2)C)=O)OCC)C=CC1 5-(1-(3-bromobenzyl)-1H-pyrazol-4-yl)-4-ethoxy-1-methylpyridin-2(1H)-one